N-(2-(((1r,3r,5r,7r)-adamantan-2-yl)methoxy)ethyl)-5-(4-chlorophenyl)-1-(2,4-dichloro-phenyl)-4-methyl-1H-pyrazole-3-carboxamide C12C(C3CC(CC(C1)C3)C2)COCCNC(=O)C2=NN(C(=C2C)C2=CC=C(C=C2)Cl)C2=C(C=C(C=C2)Cl)Cl